5-(2-acetamidoimidazo[1,2-b]pyridazin-6-yl)-2,6-dimethylnicotinic acid C(C)(=O)NC=1N=C2N(N=C(C=C2)C=2C(=NC(=C(C(=O)O)C2)C)C)C1